7-Bromo-1-methyl-4-(1-(4-(trifluoromethoxy)benzoyl)piperidin-4-yl)-1,4-dihydropyrido[2,3-b]pyrazine-2,3-dione BrC1=CC2=C(N(C(C(N2C)=O)=O)C2CCN(CC2)C(C2=CC=C(C=C2)OC(F)(F)F)=O)N=C1